FC=1C=C(C=C(C1)F)[C@@H]1CC[C@H]2OC3(C(N21)=O)CCN(CC3)C(=O)C3=NC(=CC=C3)OC (5'S,7a'R)-5'-(3,5-difluorophenyl)-1-(6-methoxypyridine-2-carbonyl)tetrahydro-3'H-spiro[piperidine-4,2'-pyrrolo[2,1-b][1,3]oxazol]-3'-one